ClC=1N=C(C2=C(N1)C=CO2)NC2=NNC(=C2)C 2-chloro-N-(5-methyl-1H-pyrazol-3-yl)furo[3,2-d]pyrimidin-4-amine